1,3-butadiene monoxide C1C(C=C)O1